C(C1CCC(CC1)N=C=O)C1CCC(CC1)N=C=O 4,4'-methylenedicyclohexyl diisocyanate